1-(6-(6'-chlorospiro[cyclopropane-1,3'-pyrrolo[3,2-C]pyridin]-1'(2'H)-yl)-3-fluoropyridin-2-yl)ethan-1-one ClC1=CC2=C(C=N1)C1(CN2C2=CC=C(C(=N2)C(C)=O)F)CC1